OCCN1CCN(CC1)CC1=CC=C2C(NC(=NC2=C1)C1=CC=CC=C1)=O 7-{[4-(2-hydroxyethyl)piperazin-1-yl]methyl}-2-phenyl-3,4-dihydroquinazolin-4-one